C1(CC1)NCC1CN(C1)C(=O)C=1C=C(CC2=NNC(C3=CC=CC=C23)=O)C=CC1F 4-(3-(3-((cyclopropylamino)methyl)azetidine-1-carbonyl)-4-fluorobenzyl)-phthalazin-1(2H)-one